FC(C=1C(=C(C=CC1)[C@@H](C)NC=1C=2C(N=C(N1)C)=C(C(N(C2)C2(CC2)CF)=O)OCC2=NC=CC=C2)F)F (R)-4-((1-(3-(difluoromethyl)-2-fluorophenyl)ethyl)amino)-6-(1-(fluoromethyl)cyclopropyl)-2-Methyl-8-(pyridin-2-ylmethoxy)pyrido[4,3-d]pyrimidin-7(6H)-one